C1(CCC1)NC1=CC(=CC=C1N1CCN(CC1)C)N N1-cyclobutyl-6-(4-methylpiperazin-1-yl)benzene-1,3-diamine